(S)-5,5-dimethyl-2-(((2-methyl-1,2,3,4-tetrahydroisoquinolin-6-yl)methyl)amino)hexanoic acid CC(CC[C@@H](C(=O)O)NCC=1C=C2CCN(CC2=CC1)C)(C)C